6-(7-(8-Ethyl-7-fluoro-3-hydroxynaphthalen-1-yl)-8-fluoro-2-(((2R,7aS)-2-fluorotetrahydro-1H-pyrrolizin-7a(5H)-yl)methoxy)pyrido[4,3-d]pyrimidin-4-yl)-1,6-diazaspiro[3.5]nonan-2-one C(C)C=1C(=CC=C2C=C(C=C(C12)C1=C(C=2N=C(N=C(C2C=N1)N1CC2(CC(N2)=O)CCC1)OC[C@]12CCCN2C[C@@H](C1)F)F)O)F